C(C)N1CCN(CC1)C1=CC=C(C=C1)[C@H](C)NC=1N=CC2=C(N1)N(C(C=C2)=O)[C@@H](C)C(C)C 2-({(1S)-1-[4-(4-Ethylpiperazin-1-yl)phenyl]ethyl}amino)-8-[(2S)-3-methylbutan-2-yl]pyrido[2,3-d]pyrimidin-7(8H)-on